tert-butyl 3-{[(3R)-1-(tert-butoxycarbonyl)piperidin-3-yl]methyl}-7-methylindole-1-carboxylate C(C)(C)(C)OC(=O)N1C[C@H](CCC1)CC1=CN(C2=C(C=CC=C12)C)C(=O)OC(C)(C)C